FC(OC=1C=CC(=NC1)OC1=CC=C(/C(/N)=N/O)C=C1)F (Z)-4-((5-(difluoromethoxy)pyridin-2-yl)oxy)-N'-hydroxybenzimidamide